7-bromo-N,2-dimethyl-1,2,3,4-tetrahydroisoquinolin-5-amine BrC=1C=C(C=2CCN(CC2C1)C)NC